2-[7-[[5-(trifluoromethyl)pyrazin-2-yl]methyl]-2,7-diazaspiro[3.4]octane-2-carbonyl]-2,5-diazaspiro[3.4]octan-6-one FC(C=1N=CC(=NC1)CN1CCC2(CN(C2)C(=O)N2CC3(C2)NC(CC3)=O)C1)(F)F